(2S,3R)-N-[[1-(Benzenesulfonyl)pyrrolo[3,2-c]pyridin-2-yl]methyl]-3-hydroxy-1-[2-(phenoxathiine-3-carbonylamino)acetyl]pyrrolidine-2-carboxamide C1(=CC=CC=C1)S(=O)(=O)N1C(=CC=2C=NC=CC21)CNC(=O)[C@H]2N(CC[C@H]2O)C(CNC(=O)C=2C=CC=1SC3=CC=CC=C3OC1C2)=O